CC1=C(C=2N(C=C1C1=C(C=3N=C(SC3N1)N1CCN(CC1)CC1(COC1)C)C(C)C)N=CN2)C 5-(7,8-dimethyl-[1,2,4]triazolo[1,5-a]pyridin-6-yl)-6-isopropyl-2-(4-((3-methyloxetan-3-yl)methyl)piperazin-1-yl)-4H-pyrrolo[3,2-d]thiazole